(R)-3-((2-chloropyrimidin-4-yl)oxy)-10-methyl-9,10,11,12-tetrahydro-8H-[1,4]diazepino[5',6':4,5]thieno[3,2-f]quinoxalin-8-one ClC1=NC=CC(=N1)OC1=NC=2C=CC3=C(C2N=C1)C1=C(S3)C(N[C@@H](CN1)C)=O